C(CC(C)C)OC(C)OCCCCCC Acetaldehyde hexyl isoamyl acetal